4-(4-Azidobutoxy)but-1-yne N(=[N+]=[N-])CCCCOCCC#C